benzene-1,3-dithiocarboxamide C1(=CC(=CC=C1)C(N)=S)C(N)=S